CC1=CC=C(C=N1)N1C[C@H](CCC1)N(CC1=CC(=NC=C1)C)CC1=CNC2=CC=CC=C2C1=O 3-({[(3S)-1-(6-methylpyridin-3-yl)piperidin-3-yl][(2-methylpyridin-4-yl)methyl]amino}methyl)-1,4-dihydroquinolin-4-one